N1(N=CN=C1)C[C@@]1(C[C@@H](CO1)COC1=C(C=C(C=C1)N1CCN(CC1)C1=CC=C(C(=O)NC2=CC(=CC(=C2)F)F)C=C1)C)C1=C(C=C(C=C1)F)F 4-(4-(4-(((3R,5R)-5-((1H-1,2,4-triazol-1-yl)methyl)-5-(2,4-difluorophenyl)tetrahydrofuran-3-yl)methoxy)3-methylphenyl)piperazin-1-yl)-N-(3,5-difluorophenyl)benzamide